O1C=CC2=C1C=CC(=C2)NC(CCC2=CC=C(OC(C(=O)O)(C)C)C=C2)=O 2-(4-(3-(benzofuran-5-ylamino)-3-oxopropyl)phenoxy)-2-methylpropanoic acid